C(C=C)(=O)N1[C@H](CN(CC1)C=1C2=C(N=C(N1)OC[C@H]1N(CCC1)C)C(=CN2)CC2=C1C=NNC1=CC=C2C(F)(F)F)CC#N 2-((S)-1-acryloyl-4-(2-(((S)-1-methylpyrrolidin-2-yl)methoxy)-7-((5-(trifluoromethyl)-1H-indazol-4-yl)methyl)-5H-pyrrolo[3,2-d]pyrimidin-4-yl)piperazin-2-yl)acetonitrile